[4-(Methylamino)phenyl]-N-[(3S)-2-oxo-5-phenyl-1,3-dihydro-1,4-benzodiazepine-3-Yl]pyrazolo[1,5-a]pyrimidine-3-carboxamide CNC1=CC=C(C=C1)C1=NN2C(N=CC=C2)=C1C(=O)N[C@@H]1C(NC2=C(C(=N1)C1=CC=CC=C1)C=CC=C2)=O